5-(benzyloxy)-N-cyclopropylindoline-1-carboxamide C(C1=CC=CC=C1)OC=1C=C2CCN(C2=CC1)C(=O)NC1CC1